BrC1=C(N=C(C=2N1N=CC2)N2CCC1(CC2)[C@@H](C=2C(=NC(=CC2)C(F)F)C1)NS(=O)C(C)(C)C)C N-[(5S)-1'-(7-bromo-6-methyl-pyrazolo[1,5-a]pyrazin-4-yl)-2-(difluoromethyl)spiro[5,7-dihydrocyclopenta[b]pyridine-6,4'-piperidine]-5-yl]-2-methyl-propane-2-sulfinamide